COC(C#CCCBr)OC 1,1-dimethoxy-5-bromo-2-pentyne